1-((trimethylsilyl)ethynyl)cyclopentanol tert-butyl-4,4-difluoro-2,2-dimethylpiperidine-1-carboxylate C(C)(C)(C)C1C(N(CCC1(F)F)C(=O)OC1(CCCC1)C#C[Si](C)(C)C)(C)C